N-(3-(2-(3-oxa-8-azabicyclo[3.2.1]octan-8-yl)-5-(2-(methylthio)pyrimidin-4-yl)thiazol-4-yl)-2-fluorophenyl)-2-oxooxazolidine-3-sulfonamide C12COCC(CC1)N2C=2SC(=C(N2)C=2C(=C(C=CC2)NS(=O)(=O)N2C(OCC2)=O)F)C2=NC(=NC=C2)SC